COC1=C(OCC2CCN(CC2)C(=O)OC(C)(C)C)C(=CC(=C1)B1OC(C(O1)(C)C)(C)C)OC Tert-butyl 4-((2,6-dimethoxy-4-(4,4,5,5-tetramethyl-1,3,2-dioxaborolan-2-yl)phenoxy)methyl)piperidine-1-carboxylate